(2-methoxypyridin-4-yl)-2-(6-azaspiro[2.5]oct-6-yl)-5-(trifluoromethyl)nicotinamide COC1=NC=CC(=C1)C1=NC(=C(C(=O)N)C=C1C(F)(F)F)N1CCC2(CC2)CC1